ClC1=CC(=CC(=N1)NCC1CC1)C1(CCC1)CC1=NN=CN1C 6-chloro-N-(cyclopropylmethyl)-4-(1-((4-methyl-4H-1,2,4-triazol-3-yl)methyl)-cyclobutyl)pyridin-2-amine